1-(4-((7-(benzyloxy)-6-methoxyquinazolin-4-yl)oxy)-2-chlorophenyl)-3-(4-(trifluoromethyl)phenyl)urea C(C1=CC=CC=C1)OC1=C(C=C2C(=NC=NC2=C1)OC1=CC(=C(C=C1)NC(=O)NC1=CC=C(C=C1)C(F)(F)F)Cl)OC